((S)-1-(4-fluorophenyl)-3,4-dihydroisoquinolin-2(1H)-yl)((2R,5R)-5-nitrotetrahydro-2H-pyran-2-yl)methanone FC1=CC=C(C=C1)[C@@H]1N(CCC2=CC=CC=C12)C(=O)[C@@H]1OC[C@@H](CC1)[N+](=O)[O-]